10-(3,5-dimethoxyphenyl)-2-(2-morpholinylpyrimidin-5-yl)-7,8,9,10-tetrahydro-6H-cyclohepta[4,5]imidazo[1,2-a]pyridin-10-ol COC=1C=C(C=C(C1)OC)C1(CCCCC=2N=C3N(C=C(C=C3)C=3C=NC(=NC3)N3CCOCC3)C21)O